CC=1N=CSC1C1=CC=C(C=C1)[C@H](C)NC(=O)C1CC2OC(CCC=CCCC(OCCCOCCCOCC(NCC(N1C2)=O)=O)=O)=O N-((S)-1-(4-(4-methylthiazol-5-yl)phenyl)ethyl)-2,5,16,23-tetraoxo-7,11,15,24-tetraoxa-1,4-diazabicyclo[23.2.1]octacos-19-ene-27-carboxamide